ClC=1C(=C(NC2=C(NC3=C2C(NCC3)=O)C3=C(C=NC=C3)OCCN(C(OC(C)(C)C)=O)C)C=CC1F)OC Tert-butyl [2-({4-[3-(3-chloro-4-fluoro-2-methoxyanilino)-4-oxo-4,5,6,7-tetrahydro-1H-pyrrolo[3,2-c]pyridin-2-yl]pyridin-3-yl}oxy)ethyl]methylcarbamate